4-(4-(4-(3-(dimethylamino)prop-1-yn-1-yl)-2-fluorophenyl)-3,6-dihydropyridin-1(2H)-yl)-N-hydroxy-2-methyl-2-(methylsulfonyl)butanamide CN(CC#CC1=CC(=C(C=C1)C=1CCN(CC1)CCC(C(=O)NO)(S(=O)(=O)C)C)F)C